ethyl-(6-chloro-2-(4-methoxy-3-propoxyphenyl) pyrimidin-4-yl) acetate C(C)(=O)OC1=NC(=NC(=C1CC)Cl)C1=CC(=C(C=C1)OC)OCCC